O1CCN(CC1)CC1=C(N=C2N1C=CC=C2)C2=CC=C(C=C2)NC(C)=O N-(4-(3-(morpholinomethyl)imidazo[1,2-a]pyridin-2-yl)phenyl)acetamide